4-(2-(4-(2-(trifluoromethyl)benzoyl)-1H-pyrrol-2-yl)-1H-benzo[d]imidazol-6-yl)piperazin-2-one FC(C1=C(C(=O)C=2C=C(NC2)C2=NC3=C(N2)C=C(C=C3)N3CC(NCC3)=O)C=CC=C1)(F)F